N1=C(C=CC=C1)C1=NN=C(S1)C(=O)NC=1C=NN(C1)C1COCC1 5-(pyridin-2-yl)-N-(1-(tetrahydrofuran-3-yl)-1H-pyrazol-4-yl)-1,3,4-thiadiazole-2-carboxamide